FC=1C=CC(=NC1)NC(CN1C=2N(C(C3=C1C(N(C3)C(C)C)=O)=O)N=C(C2)C=2C=NC=CC2SC)=O N-(5-fluoropyridin-2-yl)-2-(6-isopropyl-2-(4-(methylthio)pyridin-3-yl)-5,8-dioxo-5,6,7,8-tetrahydro-4H-pyrazolo[1,5-a]pyrrolo[3,4-d]pyrimidin-4-yl)acetamide